Cl.C(C)OC1CNC1 3-ethoxyazetidine hydrochloride